CC1C(=C(C=2C(CCCC12)[Ti](CC1=CC=CC=C1)(CC1=CC=CC=C1)CC1=CC=CC=C1)C)C 1,2,3-trimethyl-4,5,6,7-tetrahydroindenyl-tribenzyl-titanium